FC(C1=NN=C(O1)C=1C=CC(=NC1)CN(C(=O)C1(CN(C1)C(CCOC)=O)F)C1=CC=CC=C1)F N-((5-(5-(difluoromethyl)-1,3,4-oxadiazol-2-yl)pyridin-2-yl)methyl)-3-fluoro-1-(3-methoxypropionyl)-N-phenylazetidin-3-carboxamide